tert-butyl 3-[8-fluoro-7-(3-hydroxy-1-naphthyl)-2-methylsulfanyl-pyrido[4,3-d]pyrimidin-4-yl]-3,8-diazabicyclo[3.2.1]octane-8-carboxylate FC1=C(N=CC2=C1N=C(N=C2N2CC1CCC(C2)N1C(=O)OC(C)(C)C)SC)C1=CC(=CC2=CC=CC=C12)O